COC1=CC=C(C=C1)C1(C=CC2=C(O1)C1=CC=CC=C1C(=C2C(=O)OCCOCCOCCO)C2=CC=CC=C2)C2=CC=C(C=C2)OC 2,2-bis(4-methoxyphenyl)-5-(2-(2-(2-hydroxy-ethoxy)ethoxy)ethoxycarbonyl)-6-phenyl-[2H]naphtho[1,2-b]pyran